tert-butyl cis-1-((1R)-1-hydroxyethyl)-3-methyl-6-azabicyclo[3.1.1]heptane-6-carboxylate O[C@H](C)C12CC(CC(N1C(=O)OC(C)(C)C)C2)C